N,N'-bis[(S)-1-(isopropoxycarbonyl)ethyl]thiophosphorodiamidate C(C)(C)OC(=O)[C@H](C)NP([O-])(=S)N[C@@H](C)C(=O)OC(C)C